2-hydroxy-4-methoxy-benzoic acid OC1=C(C(=O)O)C=CC(=C1)OC